FCCNC1=CC=2N(C=C1)C=C(N2)C2=CC=C(C=C2)OC (2-Fluoro-ethyl)-[2-(4-methoxy-phenyl)-imidazo[1,2-a]pyridin-7-yl]-amine